CN1CC2=CC=C(C=C2C(C1)O)O N-methyl-4,6-dihydroxyl-1,2,3,4-tetrahydroisoquinoline